ClC1=C(N=C(N1)C1=CC=CC=C1)C=O 5-CHLORO-2-PHENYL-1H-IMIDAZOLE-4-CARBALDEHYDE